ClC=1C(=NC(=NC1)NC1=NN(N=C1)C)C1=CC=C2CN(C(C2=C1)=O)CC(=O)N[C@H](CO)C1=CC(=CC(=C1)OC)F 2-(6-{5-chloro-2-[(2-methyl-2H-1,2,3-triazol-4-yl)amino]pyrimidin-4-yl}-1-oxo-2,3-dihydro-1H-isoindol-2-yl)-N-[(1S)-1-(3-fluoro-5-methoxyphenyl)-2-hydroxyethyl]acetamide